5-(1-(2,2-difluoroethyl)-4-fluoro-2-methyl-1H-benzo[d]imidazol-6-yl)-N-((3S,4S)-3-fluoro-1-methylpiperidin-4-yl)-4-methoxypyrrolo[2,1-f][1,2,4]triazin-2-amine FC(CN1C(=NC2=C1C=C(C=C2F)C=2C=CN1N=C(N=C(C12)OC)N[C@@H]1[C@H](CN(CC1)C)F)C)F